2-(2-hydroxy-4-octyloxyphenyl)-1,6-bis(2-methylphenyl)-1,3,5-triazine OC1=C(C=CC(=C1)OCCCCCCCC)C1N(C(=NC=N1)C1=C(C=CC=C1)C)C1=C(C=CC=C1)C